C1(CCC1)C=1C(=NON1)C(=O)OCC Ethyl 4-cyclobutyl-1,2,5-oxadiazole-3-carboxylate